4-(2-(4-fluoro-3-(1-methyl-1H-pyrazol-5-yl)phenoxy)ethoxy)benzonitrile FC1=C(C=C(OCCOC2=CC=C(C#N)C=C2)C=C1)C1=CC=NN1C